5-methyl-2-(((3-methyl-4-(2,2,2-trifluoroethoxy)pyridin-2-yl)methyl)sulfinyl)-1H-benzo[d]-imidazole CC1=CC2=C(NC(=N2)S(=O)CC2=NC=CC(=C2C)OCC(F)(F)F)C=C1